ClC=1C(=NC=CC1C1=C(C(=CC=C1)NC1=NC=CC(=C1F)CCNCCO)Cl)C1=CC(=C(CCNC[C@H]2CCC(N2)=O)C=C1)OC (R)-5-(((4-(3-chloro-4-(2-chloro-3-((3-fluoro-4-(2-((2-hydroxyethyl)amino)ethyl)pyridin-2-yl)amino)phenyl)pyridin-2-yl)-2-methoxyphenethyl)amino)methyl)pyrrolidin-2-one